2-[5-(4-fluorophenyl)-3-isopropyl-isoxazol-4-yl]thiazole-4-carboxylic acid FC1=CC=C(C=C1)C1=C(C(=NO1)C(C)C)C=1SC=C(N1)C(=O)O